C(C)N1C(C(C=2C1=CC=1C(=NN=C(C1C2)C)N[C@H](C)C2=CC(=CC=C2)C(CO)(F)F)(C)OC)=O 1-ethyl-3-methoxy-3,5-dimethyl-8-[[(1R)-1-[3-(1,1-difluoro-2-hydroxy-ethyl)phenyl]ethyl]amino]pyrrolo[2,3-g]phthalazin-2-one